ethyl 5-(cyclopropylmethyl)-7-hydroxy-6,7-dihydro-5H-pyrrolo[1,2-b][1,2,4]triazole-2-carboxylate C1(CC1)CC1CC(C=2N1N=C(N2)C(=O)OCC)O